tert-butyl (2R)-2-[({4-[3-(3-chloro-2-methoxyanilino)-4-oxo-4,5,6,7-tetrahydro-1H-pyrrolo[3,2-c]pyridin-2-yl]pyridin-3-yl}oxy)methyl]azetidine-1-carboxylate ClC=1C(=C(NC2=C(NC3=C2C(NCC3)=O)C3=C(C=NC=C3)OC[C@@H]3N(CC3)C(=O)OC(C)(C)C)C=CC1)OC